(R)-3-((5-(cyclopropanecarbonyl)-7H-pyrrolo[2,3-d]pyrimidin-4-yl)amino)piperidine-1-carboxylic acid tert-butyl ester C(C)(C)(C)OC(=O)N1C[C@@H](CCC1)NC=1C2=C(N=CN1)NC=C2C(=O)C2CC2